CN(CCOCCC(CCNC)N)C [2-[2-(dimethylamino)ethoxy]ethyl]-N'-methyl-propane-1,3-diamine